O=C1NC(CCC1N1C(C2=CC=C(C=C2C1=O)OCCCCCC(=O)O)=O)=O 6-((2-(2,6-dioxopiperidin-3-yl)-1,3-dioxoisoindolin-5-yl)oxy)hexanoic acid